C(C)(C)(C)OC([C@@H](NC([C@@H](NC(C(N)C(=O)OC(C)(C)C)=O)CC1=CC=CC=C1)=O)CCCCNC1=C(C(C1=O)=O)OC)=O 2-(tert-butoxycarbonyl)glycyl-L-phenylalanyl-N6-(2-methoxy-3,4-dioxocyclobut-1-ene-1-yl)-L-lysine tert-butyl ester